NC1=C(C2=C(NC=N2)C(=C1)Br)C(=O)N1CCC=2N(N=C3CCN(CC1C23)C(C=C)=O)C2=CC=C(C=C2)C2CC2 1-(5-(5-amino-7-bromo-1H-benzo[d]imidazole-4-carbonyl)-2-(4-cyclopropylphenyl)-2,3,4,5,5a,6,8,9-octahydro-7H-1,2,5,7-tetraazabenzo[cd]azulen-7-yl)prop-2-en-1-one